FC1(CC(C1)C1=CC=2C=NC(=CC2N1COCC[Si](C)(C)C)NC1CCOCC1)F 2-(3,3-Difluorocyclobutyl)-N-(tetrahydro-2H-pyran-4-yl)-1-((2-(trimethylsilyl)ethoxy)methyl)-1H-pyrrolo[3,2-c]Pyridin-6-amine